trans-4-(dimethylamino)cyclohexanecarbohydrazide CN([C@@H]1CC[C@H](CC1)C(=O)NN)C